1-(4-(4-((3-Chloro-2-fluorophenyl)amino)quinazolin-6-yl)piperazin-1-yl)prop-2-en-1-one ClC=1C(=C(C=CC1)NC1=NC=NC2=CC=C(C=C12)N1CCN(CC1)C(C=C)=O)F